5-(4-((2-cyclopropyl-5-fluoro-3-oxo-8-(prop-1-yn-1-yl)-3,4-dihydroquinoxalin-6-yl)methyl)piperazin-1-yl)-6-fluoro-N-methylpyridinecarboxamide C1(CC1)C1=NC2=C(C=C(C(=C2NC1=O)F)CN1CCN(CC1)C=1C=CC(=NC1F)C(=O)NC)C#CC